N1(CCOCC1)C=1C=C(C=NC1)C(CC#N)N1N=CC(=C1)C=1C2=C(N=CN1)NC=C2 3-(5-morpholin-4-ylpyridin-3-yl)-3-[4-(7H-pyrrolo[2,3-d]pyrimidin-4-yl)-1H-pyrazol-1-yl]propanenitrile